N-((6S,7S)-6-((2,5-difluoro-[1,1'-biphenyl]-3-yl)methyl)-5-((R)-oxetane-2-carbonyl)-5-azaspiro[2.4]heptan-7-yl)methanesulfonamide FC1=C(C=C(C=C1C[C@@H]1N(CC2(CC2)[C@@H]1NS(=O)(=O)C)C(=O)[C@@H]1OCC1)F)C1=CC=CC=C1